N=1C=CN2C1C=CC(=C2)B(O)O imidazo[1,2-a]pyridin-6-ylboronic acid